C(C)OC(=O)CN1N=NC(=C1)CN(CC=1N=NN(C1)CC(=O)OCC)CC=1N=NN(C1)CC(=O)OCC tris((1-((O-ethyl)carboxymethyl)-(1,2,3-triazol-4-yl))methyl)amine